COC(=O)C1=CC=2C(=[N+](C=CC2C)[O-])N1 2-(methoxycarbonyl)-4-methyl-1H-pyrrolo[2,3-b]pyridine 7-oxide